2-(2-fluoro-4-((trans)-4-hydroxypyrrolidin-2-yl)phenyl)-N-(tetrahydro-2H-pyran-4-yl)benzo[d]imidazo[2,1-b]thiazole-7-carboxamide FC1=C(C=CC(=C1)[C@@H]1NC[C@H](C1)O)C=1N=C2SC3=C(N2C1)C=CC(=C3)C(=O)NC3CCOCC3